4-((R)-4-acryloyl-3-methylpiperazin-1-yl)-6-chloro-7-(2-fluoro-6-hydroxyphenyl)-1-(2-isopropyl-4-methylpyridin-3-yl)-2-oxo-1,2-dihydro-1,8-naphthyridine-3-carbonitrile C(C=C)(=O)N1[C@@H](CN(CC1)C1=C(C(N(C2=NC(=C(C=C12)Cl)C1=C(C=CC=C1O)F)C=1C(=NC=CC1C)C(C)C)=O)C#N)C